ClC=1C=C(C=C(C1N1CCC2(CNC2)CC1)C#N)C(C)(C)C1=CC=C(OCC2=NC(=NC=C2)NS(=O)(=O)C)C=C1 N-[4-[[4-[1-[3-chloro-5-cyano-4-(2,7-diazaspiro[3.5]nonan-7-yl)phenyl]-1-methyl-ethyl]phenoxy]methyl]pyrimidin-2-yl]methanesulfonamide